CCCCC/C=C\\C/C=C\\CCCCCCC/C=C/C(=O)SCCNC(=O)CCNC(=O)[C@@H](C(C)(C)COP(=O)(O)OP(=O)(O)OC[C@@H]1[C@H]([C@H]([C@@H](O1)N2C=NC3=C(N=CN=C32)N)O)OP(=O)(O)O)O The molecule is an unsaturated fatty acyl-CoA that results from the formal condensation of the thiol group of coenzyme A with the carboxy group of (2E,11Z,14Z)-icosatrienoic acid. It is a long-chain fatty acyl-CoA and an unsaturated fatty acyl-CoA. It is a conjugate acid of a (2E,11Z,14Z)-icosatrienoyl-CoA(4-).